BrCC(=C(CBr)CBr)CBr 1,4-dibromo-2,3-bis(bromomethyl)but-2-ene